Br\C(=C(/C(N1CCCCC1)=O)\NC(C1=CC=C(C=C1)[N+](=O)[O-])=O)\C1=C(C=CC=C1)OC (E)-N-(1-Bromo-1-(2-methoxyphenyl)-3-oxo-3-(piperidin-1-yl)prop-1-en-2-yl)-4-nitrobenzamid